(-)-tert-butyl (((1S,2S)-2-(5-fluoro-2-methoxyphenyl) cyclopropyl) methyl)-carbamate FC=1C=CC(=C(C1)[C@@H]1[C@H](C1)CNC(OC(C)(C)C)=O)OC